3-bromo-8-(methylamino)imidazo[1,2-a]pyrazine-6-carboxylic acid BrC1=CN=C2N1C=C(N=C2NC)C(=O)O